N1(CCC1)C(=O)N1[C@H]([C@H]([C@H](C1)F)NS(=O)(=O)CC)CC=1C(=C(C=CC1)C1=CC(=CC=C1)C)F N-{(2S,3R,4S)-1-(azetidine-1-carbonyl)-4-fluoro-2-[(2-fluoro-3'-methyl[1,1'-biphenyl]-3-yl)methyl]pyrrolidin-3-yl}-ethanesulfonamide